C(CCCCCCCC)C(CO)CCCCCCCCCCC 2-nonyltridecanol